1,1,1,3,3,3-hexafluoropropan-2-yl (+)-1-((6-isopropoxypyridin-3-yl)carbamoyl)-6-azaspiro[2.5]octane-6-carboxylate C(C)(C)OC1=CC=C(C=N1)NC(=O)C1CC12CCN(CC2)C(=O)OC(C(F)(F)F)C(F)(F)F